5-({7-Aminomethyl-[1,2,4]triazolo[1,5-a]pyrimidin-6-yl}methyl)-2-(trifluoromethoxy)benzoic acid NCC1=C(C=NC=2N1N=CN2)CC=2C=CC(=C(C(=O)O)C2)OC(F)(F)F